C(CCCCCCCCCCCCCCCCCCCCCCCCC)(=O)NC(C)C(C(CCCCCCCCCCCCCC)O)O 2-hexacosanoylamino-3,4-octadecandiol